tert-butyl 4-(5-(2-fluoro-3-formyl-6-hydroxypyrazolo[1,5-a]pyridin-4-yl)pyridin-2-yl)piperazine-1-carboxylate FC1=NN2C(C(=CC(=C2)O)C=2C=CC(=NC2)N2CCN(CC2)C(=O)OC(C)(C)C)=C1C=O